C=C1C(N(CCC1)C(=O)OC(C)(C)C)=O tert-butyl 3-methylene-2-oxopiperidine-1-carboxylate